tert-butyl 7-(5-chloro-2-(2-(6-chloro-2-methyl-4-oxo-8-(trifluoromethyl)-4H-pyrido[1,2-a]pyrimidin-3-yl)ethoxy)phenyl)thieno[3,2-b]pyridine-3-carboxylate ClC=1C=CC(=C(C1)C1=C2C(=NC=C1)C(=CS2)C(=O)OC(C)(C)C)OCCC2=C(N=C1N(C2=O)C(=CC(=C1)C(F)(F)F)Cl)C